2,6-di-tert-butyl-4-(4-acetylphenyl)phenol C(C)(C)(C)C1=C(C(=CC(=C1)C1=CC=C(C=C1)C(C)=O)C(C)(C)C)O